dichloro[1,3-bis(2,6-di-3-pentylphenyl)imidazole-2-ylidene](3-Chloropyridyl)Palladium (II) Cl[Pd-3](C1=NC=CC=C1Cl)(=C1N(C=CN1C1=C(C=CC=C1C(CC)CC)C(CC)CC)C1=C(C=CC=C1C(CC)CC)C(CC)CC)Cl